N-(3-amino-5-chlorophenyl)-4-bromothiophene-2-carboxamide NC=1C=C(C=C(C1)Cl)NC(=O)C=1SC=C(C1)Br